1-(5-(3-(2,6-dichloro-3,5-dimethoxyphenyl)-1-methyl-2-oxo-1,2-dihydro-1,6-naphthyridin-7-yl)pyridin-2-yl)cyclobutane-1-carbonitrile ClC1=C(C(=C(C=C1OC)OC)Cl)C=1C(N(C2=CC(=NC=C2C1)C=1C=CC(=NC1)C1(CCC1)C#N)C)=O